FC=1C=CC(=C(C(=O)NCC2=CC=C(C=C2)B(O)O)C1)OC [4-[[(5-fluoro-2-methoxy-benzoyl)amino]methyl]-phenyl]boronic acid